5-chloro-3-(2-(3-(4-methoxyphenyl)-4-oxothiazolidine-2-ylidene)hydrazono)indol-2-one ethyl-2-cyanopropanoate C(C)OC(C(C)C#N)=O.ClC=1C=C2C(C(NC2=CC1)=O)=NN=C1SCC(N1C1=CC=C(C=C1)OC)=O